3-cyclopropyl-2-(3,5-difluorophenyl)-4-[(E)-2-methanesulfinyl-2-(methylsulfanyl)ethenyl]pyridine C1(CC1)C=1C(=NC=CC1\C=C(/SC)\S(=O)C)C1=CC(=CC(=C1)F)F